C1(CC1)C(=O)NC1=NN2C(C=C(C=C2)C2=C(C=NN2C)OCC2(CN(C2)C(=O)OC(C)(C)C)C2=CC=CC=C2)=C1 tert-butyl 3-(((5-(2-(cyclopropanecarboxamido)pyrazolo[1,5-a]pyridin-5-yl)-1-methyl-1H-pyrazol-4-yl)oxy)methyl)-3-phenylazetidine-1-carboxylate